CC1=CC(=C(C=C1)C(C)(C)CC)OC1=C(C=CC=C1)[N+](=O)[O-] 4-methyl-2-(2-nitrophenoxy)-1-tert-amylbenzene